CC1=C(C(=O)C=2C(=C(C=CC2)P(O)(O)=O)CC)C(=CC(=C1)C)C.C1=CC=CC=C1 benzene 2,4,6-trimethylbenzoyl-ethyl-phenylphosphonate